1-[(3α,7α,12α-trihydroxy-24-oxo-5β-cholan-24-yl)amino]methanecarboxylic acid O[C@H]1C[C@H]2C[C@H]([C@H]3[C@@H]4CC[C@H]([C@@H](CCC(=O)NCC(=O)O)C)[C@]4([C@H](C[C@@H]3[C@]2(CC1)C)O)C)O